BrC1=C(C=CC=C1)C1=NC(=NO1)C1=CC2=C(N(N=N2)CC(=O)OC)C=C1 methyl 2-(5-(5-(2-bromophenyl)-1,2,4-oxadiazol-3-yl)-1H-benzo[d][1,2,3]triazol-1-yl)acetate